CCCC(=O)OCCC[Si](OC)(OC)OC 3-(methylpropionyloxy)propyltrimethoxysilane